3-(5-(((R)-1-cyclopentylpiperidin-3-yl)oxy)-1-oxoisoindolin-2-yl)piperidine-2,6-dione C1(CCCC1)N1C[C@@H](CCC1)OC=1C=C2CN(C(C2=CC1)=O)C1C(NC(CC1)=O)=O